C(C1=CC=CC=C1)OC(=O)N1C[C@@H](C(N2[C@@H](CC3=CC=CC1=C23)CO)=O)NC(=O)OC(C)(C)C (3S,6S)-3-tert-Butoxycarbonylamino-6-hydroxymethyl-4-oxo-3,4,6,7-tetrahydro-2H-[1,4]diazepino[3,2,1-hi]indole-1-carboxylic acid benzyl ester